[2-(2-benzyloxy-4-bromo-5-fluoro-phenyl)-2-methyl-propyl] acetate C(C)(=O)OCC(C)(C)C1=C(C=C(C(=C1)F)Br)OCC1=CC=CC=C1